1,3,8-trimethyl-5-[[(1R)-1-[2-methyl-3-(trifluoromethyl)phenyl]ethyl]amino]imidazo[4,5-g]phthalazin-2-one CN1C(N(C=2C1=CC=1C(=NN=C(C1C2)N[C@H](C)C2=C(C(=CC=C2)C(F)(F)F)C)C)C)=O